C(C1=CC=CC=C1)OC1=C(C=C(C=C1)C1(CC1)C(=O)O)OC 1-(4-(benzyloxy)-3-methoxyphenyl)cyclopropanecarboxylic acid